O=C1NC(CCC1N1C(C2=CC=C(C=C2C1=O)C#CC1CCN(CC1)C(=O)OC(C)(C)C)=O)=O tert-butyl 4-((2-(2,6-dioxopiperidin-3-yl)-1,3-dioxoisoindolin-5-yl)ethynyl)piperidine-1-carboxylate